ClC1=C(C(=CC=C1)Cl)N1CC(C1)C1=CC(=C(C=C1)C(C)N1CCC(CC1)C(=O)OC)C methyl 1-(1-(4-(1-(2,6-dichlorophenyl)azetidin-3-yl)-2-methylphenyl)ethyl)-piperidine-4-carboxylate